ClC1=CC=C(C=C1)N1N=C(C=C1)[O] (1-(4-chlorophenyl)-1H-pyrazol-3-yl)oxygen